C(C)(=O)O[C@@H]1CC2CC=C3[C@@H]4CC[C@H]([C@@H](C)CO)[C@]4(CC[C@@H]3[C@]2(CC1)C)C (3S,20R)-20-(hydroxymethyl)-pregn-7-en-3-yl acetate